CC=1C=C2C(=C3NC(C(NC13)=NNC(C)=O)(C)C)CCO2 Acetic acid (5,8,8-trimethyl-1,2,8,9-tetrahydro-6H-3-oxa-6,9-diaza-cyclopenta[a]naphthalen-7-ylidene)-hydrazide